N1N=NC=C1CC(C)OCC(=O)O 2-((1-(1H-1,2,3-triazol-5-yl)propan-2-yl)oxy)acetic acid